[Si](C)(C)(C(C)(C)C)OCCN1N=C2C=CC(=CC2=C1)C=1OC2=C(C=C(C=C2C(C1C)=O)C)[C@H](C)O 2-[2-[2-[tert-Butyl(dimethyl)silyl]oxyethyl]indazol-5-yl]-8-[(1S)-1-hydroxyethyl]-3,6-dimethyl-chromen-4-one